C(C)(C)(C)OC(N[C@@H]1C2=CC=CC=C2CC12CCN(CC2)C2=NC(=C(C(=N2)N)Br)C#N)=O (S)-(1'-(4-amino-5-bromo-6-cyanopyrimidin-2-yl)-1,3-dihydrospiro[inden-2,4'-piperidin]-1-yl)carbamic acid tert-butyl ester